N-ethyl-5-fluoro-2-((5-(2-((3x-s,5s)-5-hydroxy-6-((2-methoxyethyl)(methyl)amino)-2-methylhex-3-yl)-2,6-diazaspiro[3.4]oct-6-yl)-1,2,4-triazin-6-yl)oxy)-N-isopropylbenzamide C(C)N(C(C1=C(C=CC(=C1)F)OC1=C(N=CN=N1)N1CC2(CN(C2)C(C(C)C)C[C@@H](CN(C)CCOC)O)CC1)=O)C(C)C